(R)-2-((((9H-fluoren-9-yl)methoxy)carbonyl)amino)-7-(tert-butoxy)heptanoic acid C1=CC=CC=2C3=CC=CC=C3C(C12)COC(=O)N[C@@H](C(=O)O)CCCCCOC(C)(C)C